5-methoxy-4-(((trans)-2-(4-(methoxycarbonyl) phenyl)-4-(2-oxopyrrolidin-1-yl) piperidin-1-yl) methyl)-7-methyl-1H-indole-1-carboxylate COC=1C(=C2C=CN(C2=C(C1)C)C(=O)[O-])CN1[C@H](C[C@@H](CC1)N1C(CCC1)=O)C1=CC=C(C=C1)C(=O)OC